C1(CCC1)N1N=C(C=2C1=NC(=NC2)C(=O)O)C 1-cyclobutyl-3-methylpyrazolo[3,4-d]pyrimidine-6-carboxylic acid